N-bis(3-aminopropyl)ethylethylamine NCCCC(CNCC)CCCN